C1(CC1)C#CC=1N=NC(=CC1[C@@H]1[C@H](C1)C(F)(F)F)C=1C(=NC(=NC1)OC)OC 3-(2-Cyclopropylethynyl)-6-(2,4-dimethoxypyrimidin-5-yl)-4-[(1S,2S)-2-(trifluoromethyl)cyclopropaneyl]pyridazine